1-cycloheptyl-3-(3-(1,5-diphenyl-1H-pyrazol-3-yl)propyl)urea C1(CCCCCC1)NC(=O)NCCCC1=NN(C(=C1)C1=CC=CC=C1)C1=CC=CC=C1